FC=1C=C(C#N)C=C(C1)C1=NC=C(C=C1)C#CC=1N=C(SC1)C 3-Fluoro-5-(5-((2-methylthiazol-4-yl)ethynyl)pyridin-2-yl)benzonitrile